C(CCCCCCCCCCCCCCCCC)OC(CCCCCCCC=CC=CC=CCCCC)=O.FC1=C(C=CC(=C1)F)C(CN1CCNCC1)NS(=O)(=O)C1=CC=C(C=C1)OC(F)(F)F N-(1-(2,4-difluorophenyl)-2-(piperazin-1-yl)ethyl)-4-(trifluoromethoxy)benzenesulfonamide stearyl-eleostearate